5-[18F]fluoropicolinamide [18F]C=1C=CC(=NC1)C(=O)N